N-(8-amino-7-fluoro-6-(4-methylpyridin-3-yl)isoquinolin-3-yl)-2-((dimethylamino)methyl)cyclopropane-1-carboxamide NC=1C(=C(C=C2C=C(N=CC12)NC(=O)C1C(C1)CN(C)C)C=1C=NC=CC1C)F